BrC=1C=C(C2=C(C(=CO2)C(=O)OCC)C1)OCC1=CC=NC=C1 ethyl 5-bromo-7-(pyridin-4-ylmethoxy)benzofuran-3-carboxylate